COC(=O)C=1N2C(C3=CC(=CC=C3C1OCC1=CC=CC=C1)Br)=NC=N2.ClCCC[Si](CCCOCC2OC2)(OC)OC 3-chloropropyl-dimethoxy-[3-(2-oxiranylmethoxy)propyl]silane methyl-6-(benzyloxy)-9-bromo-[1,2,4]triazolo[5,1-a]isoquinoline-5-carboxylate